N=1C=C(N2C1C=CC=C2)C(=O)N2CC1=C(CC2)C(=CS1)C(=O)NC1=NC=NC(=C1)C(F)(F)F 6-(imidazo[1,2-a]pyridine-3-carbonyl)-N-(6-(trifluoromethyl)pyrimidin-4-yl)-4,5,6,7-tetrahydrothieno[2,3-c]pyridine-3-carboxamide